[I-].[Cd+2].[I-] cadmium(II) iodide